FC1=CC=C(C=C1)N1C[C@@H]2CNC[C@@H]2C1 cis-2-(4-fluorophenyl)octahydropyrrolo[3,4-c]pyrrole